FC1=C(C=CC(=C1F)C)C1=CC=C(C=C1)C1CCC(CC1)O 4-(2',3'-difluoro-4'-methyl-[1,1'-biphenyl]-4-yl)cyclohexanol